ClC1=C(C(=CC=C1OC)F)B(O)O (2-chloro-6-fluoro-3-methoxyphenyl)boronic acid